(S)-2-hydroxy-N-(4-(2-methoxyethoxy)-2-(thiazol-5-yl)quinolin-6-yl)propanamide O[C@H](C(=O)NC=1C=C2C(=CC(=NC2=CC1)C1=CN=CS1)OCCOC)C